4-chlorofuro[3,2-c]pyridine-7-carboxylic acid ClC1=NC=C(C2=C1C=CO2)C(=O)O